(2R,4S)-2-(5-(3-cyclopropyl-1-((R)-1,1-dimethylethylsulfinamido)-1-(pyridin-4-yl)propyl)-2-fluorophenylcarbamoyl)-4-methylpyrrolidine-1-carboxylic acid tert-butyl ester C(C)(C)(C)OC(=O)N1[C@H](C[C@@H](C1)C)C(NC1=C(C=CC(=C1)C(CCC1CC1)(C1=CC=NC=C1)N[S@](=O)C(C)(C)C)F)=O